NC1=NC(=C2N=CN(C2=N1)CC(=O)NC1=CC(=NN1CC)C)NC1=CC=CC=C1 2-(2-amino-6-(anilino)-9H-purin-9-yl)-N-(1-ethyl-3-methyl-1H-pyrazol-5-yl)acetamide